2-Fluoro-5-((1-hydroxypropan-2-yl)oxy)-3-(5-methylthiazol-2-yl)benzoic acid FC1=C(C(=O)O)C=C(C=C1C=1SC(=CN1)C)OC(CO)C